CC1=C(C(=NC2=NC=CN=C21)C2=NC1=CC=CC=C1N=C2[Si](C)(C)C)C2=CC=CC=C2 8-methyl-7-phenyl-6-(3-(trimethylsilyl)quinoxalin-2-yl)pyrido[2,3-b]Pyrazine